C(C)(C)(C)OC(=O)N1CCC(CC1)N1CCN(CC1)C1=CC=C(C=C1)[C@H]1[C@H](CCC2=CC(=CC=C12)OC)C1=CC=CC=C1 4-(4-(4-((1R,2S)-6-methoxy-2-phenyl-1,2,3,4-tetrahydronaphthalen-1-yl)phenyl)piperazin-1-yl)piperidine-1-carboxylic acid tert-butyl ester